O1CCC(CC1)CCN1N=CC(=C1)B1OC(C(O1)(C)C)(C)C 1-(2-(tetrahydro-2H-pyran-4-yl)ethyl)-4-(4,4,5,5-tetramethyl-1,3,2-dioxaborolan-2-yl)-1H-pyrazole